2,6-bis[1-(2-tert-butyl-6-chlorophenyl-imino)ethyl]pyridine iron (II) dichloride [Fe](Cl)Cl.C(C)(C)(C)C1=C(C(=CC=C1)Cl)N=C(C)C1=NC(=CC=C1)C(C)=NC1=C(C=CC=C1Cl)C(C)(C)C